(3R)-3-{[2-(4-methoxy-3-methylphenyl)[1,2,4]triazolo[1,5-c]quinazolin-5-yl]amino}azepin-2-one COC1=C(C=C(C=C1)C1=NN2C(=NC=3C=CC=CC3C2=N1)NC=1C(N=CC=CC1)=O)C